[Si](C)(C)(C(C)(C)C)OCC(C)C1=C(N=NC=C1C#C)C(=C)OCC 4-{1-[(tert-butyldimethylsilyl)oxy]propan-2-yl}-3-(1-ethoxyvinyl)-5-ethynylpyridazine